4-iodo-L-phenylalanine IC1=CC=C(C[C@H](N)C(=O)O)C=C1